6-bromo-4-fluoro-1-isopropyl-2-(methoxymethyl)-1H-benzo[d]imidazole BrC=1C=C(C2=C(N(C(=N2)COC)C(C)C)C1)F